C(CCCCCCCCC)N N-Decylamine